Tert-butyl (1-(2-aminopyridin-3-yl)-4-(methoxymethyl) piperidin-4-yl)carbamate NC1=NC=CC=C1N1CCC(CC1)(COC)NC(OC(C)(C)C)=O